ClC1=C(C=CC=C1C=1C(=NNC1)F)C(=O)N1C[C@H]2CO[C@@](CN2CC1)(C=1C=NC(=CC1)C(F)(F)F)F [2-chloro-3-(3-fluoro-1H-pyrazol-4-yl)phenyl]-[(3S,9aS)-3-fluoro-3-[6-(trifluoromethyl)-3-pyridyl]-1,4,6,7,9,9a-hexahydropyrazino[2,1-c][1,4]oxazin-8-yl]methanone